C1(CC1)OC1=CC=2N(C=C1C(=O)NC=1C(N(C=CC1)C1C(C1)F)=O)C=C(N2)[C@@]21CO[C@@](C2)(C1)C cis-7-cyclopropoxy-N-(1-(2-fluorocyclopropyl)-2-oxo-1,2-dihydropyridin-3-yl)-2-(1-methyl-2-oxabicyclo[2.1.1]hex-4-yl)imidazo[1,2-a]pyridine-6-carboxamide